Trimethylbenzylammonium acetate C(C)(=O)[O-].C[N+](CC1=CC=CC=C1)(C)C